FC=1C=C(C=C(C1[C@H]1[C@@H](N(CC=2C3=C(C=CC12)NN=C3)C)CC(C)C)F)NC3CN(C3)CCCCC N-(3,5-difluoro-4-((6S,7S)-7-isobutyl-8-methyl-6,7,8,9-tetrahydro-3H-pyrazolo[3,4-h]isoquinolin-6-yl)phenyl)-1-pentylazetidine-3-amine